N,N,N-tripropyl-adamantyl-ammonium chloride [Cl-].C(CC)[N+](CCC)(CCC)C12CC3CC(CC(C1)C3)C2